C1(=CC=CC=C1)C1=CC2=C(SC3=C2C=CC=C3)C(=C1)C1=CC=CC=C1 2,4-diphenyldibenzo[b,d]thiophene